ClC1=CC=C(CN2C3(CN(C3)C=3N=NC=CC3)C(N(CC2=O)C(C)C)=O)C=C1 5-(4-chlorobenzyl)-8-isopropyl-2-(pyridazin-3-yl)-2,5,8-triazaspiro[3.5]-nonane-6,9-dione